tert-butyl (S)-4-(5-bromopyridin-2-yl)-3-methylpiperazine-1-carboxylate BrC=1C=CC(=NC1)N1[C@H](CN(CC1)C(=O)OC(C)(C)C)C